FC1=C(C(=CC2=CC=C(C=C12)OCCC(F)(F)F)O)N1CC(NS1(=O)=O)=O 5-[1-fluoro-3-hydroxy-7-(3,3,3-trifluoropropoxy)naphthalen-2-yl]-1λ6,2,5-thiadiazolidine-1,1,3-trione